C[C@@H]1O[C@@H](CN(C1)C1=CC=CC(=N1)C1=NC2=CC(=NC=C2C=C1)CNC(=O)C1=CC2=C(CCN(CC2)C(=O)OC(C)(C)C)C=C1)C tert-butyl 7-(((2-(6-((cis)-2,6-dimethylmorpholino)pyridin-2-yl)-1,6-naphthyridin-7-yl)methyl)carbamoyl)-1,2,4,5-tetrahydro-3H-benzo[d]azepine-3-carboxylate